COC(C1=C(N=CC(=C1)[N+](=O)[O-])NC1=CC(=CC=C1)Br)=O ((3-bromophenyl)amino)-5-nitronicotinic acid methyl ester